3-(hydroxymethyl)piperidine-1-carboxylic acid (R)-tert-butyl ester C(C)(C)(C)OC(=O)N1CC(CCC1)CO